C(C)(C)N1C=C(C2=C1C=1N(N=C2)C=C(C1)C=1C=NC=CC1)NCC1CCNCC1 1-isopropyl-N-(piperidin-4-ylmethyl)-8-(pyridin-3-yl)-1H-dipyrrolo[1,2-b:2',3'-d]Pyridazin-3-amine